C(C(C)C)OC1CCC(CC1)N (1R,4R)-4-iso-butoxycyclohexylamine